tert-Butyl (3S,5R)-3-(3-((6-amino-3-methyl-2-oxo-2,3-dihydro-1H-benzo[d]imidazol-4-yl)oxy) propyl)-4,4-difluoro-5-methylpiperidine-1-carboxylate NC=1C=C(C2=C(NC(N2C)=O)C1)OCCC[C@H]1CN(C[C@H](C1(F)F)C)C(=O)OC(C)(C)C